ClC1=C(C=C2C(=NC(N3C2=C1SC[C@H](C3)O)=O)N3C[C@@H](N([C@@H](C3)C)C(=O)OC(C)(C)C)C)C(F)(F)F tert-butyl (2S,6R)-4-((S)-11-chloro-3-hydroxy-6-oxo-10-(trifluoromethyl)-3,4-dihydro-2H,6H-[1,4]thiazepino[2,3,4-ij]quinazolin-8-yl)-2,6-dimethylpiperazine-1-carboxylate